COC1=CC=C(C=C1)C(=O)N1CCN(CCC1)CCC1=CC=CC=C1 (4-methoxyphenyl)-[4-(2-phenylethyl)-1,4-diazepan-1-yl]methanone